1-(4-Fluorophenyl)propan-1-one FC1=CC=C(C=C1)C(CC)=O